ClC1=NC=C(C(=C1)N1CCC2(CC1)CCN(CC2)C)I 3-(2-chloro-5-iodopyridin-4-yl)-9-methyl-3,9-diazaspiro[5.5]undecane